CN1C(C(CCC1=O)N1C(C2=CC=CC(=C2C1=O)N1CCN(CC1)C(=O)OC(C)(C)C)=O)=O Tert-butyl 4-(2-(1-methyl-2,6-dioxopiperidin-3-yl)-1,3-dioxoisoindolin-4-yl)piperazine-1-carboxylate